FCCN1C=C(C=CC1=O)C=1C(=NC=CC1)OC1=CC=C(C=C1)S(F)(F)(F)(F)F 1-(2-Fluoroethyl)-2'-(4-(pentafluoro-λ6-sulfaneyl)phenoxy)-[3,3'-bipyridin]-6(1H)-one